N-carbonyl-difluoromethoxybenzenesulfonamide tert-butyl-(1-(6-chloro-3,5-dicyano-4-ethylpyridin-2-yl)piperidin-4-yl)carbamate C(C)(C)(C)N(C(O)=O)C1CCN(CC1)C1=NC(=C(C(=C1C#N)CC)C#N)Cl.C(=O)=NS(=O)(=O)C1=C(C=CC=C1)OC(F)F